6-[(2S)-2-aminopropyl]-7-methyl-N-[(5-methylthiophen-2-yl)methyl]thieno[3,2-c]pyridazin-4-amine N[C@H](CC1=C(C=2N=NC=C(C2S1)NCC=1SC(=CC1)C)C)C